6-amino-4-(3-(aminomethyl)-2-ethylpyridin-4-yl)-7-(3-methoxy-2,6-dimethylphenyl)-2-Methyl-7H-pyrrolo[2,3-d]pyrimidine-5-carboxylate NC1=C(C2=C(N=C(N=C2C2=C(C(=NC=C2)CC)CN)C)N1C1=C(C(=CC=C1C)OC)C)C(=O)[O-]